NCC(=O)N[C@@H](CO)C(=O)O glycyl-L-serine